F[B-](F)(F)F.C[S+](C1COC2=CC=CC=C2C1=O)C dimethyl-(4-chromanone-3-yl)-sulfonium tetrafluoroborate